BrC1=NC=CC(=C1)C=CC(=O)NC1CCN(CC1)C=1C2=C(N=CN1)C(=CS2)C 3-(2-Bromopyridin-4-yl)-N-(1-(7-methylthieno[3,2-d]pyrimidin-4-yl)piperidin-4-yl)propenamide